(3R,4R)-1-(1-((5-Chloropyridin-2-yl)methyl)-5-(methylsulfonyl)-1H-benzo[d]imidazol-2-yl)-4-fluoropiperidin-3-amin ClC=1C=CC(=NC1)CN1C(=NC2=C1C=CC(=C2)S(=O)(=O)C)N2C[C@H]([C@@H](CC2)F)N